C(\C=C/C(=O)[O-])(=O)OC(CCCCCCCCCCCCCCCCCCC)=O Mono-eicosanoyl maleate